C(C)OCC monoethyl ether